BrC1=CC(=C(C=C1)CS(=O)(=O)NC1=C(N=CS1)C(=O)O)Cl 5-{[(4-bromo-2-chlorophenyl)methyl]sulfonylamino}-1,3-thiazole-4-carboxylic acid